P(=O)(OCI)(OC(C)(C)C)OC(C)(C)C Iodomethyl di-tert-butyl phosphate